[Zn].C1(=CC=CC=C1)P(C1=CC=CC=C1)C1=CC=CC=C1 triphenylphosphine zinc